BrC1=NN2C(C(=NC(=C2)C)N2CC(C(C2)(C)C)(F)F)=C1 2-bromo-4-(3,3-difluoro-4,4-dimethyl-pyrrolidin-1-yl)-6-methyl-pyrazolo[1,5-a]pyrazine